C1C(CC12CCNCC2)CNC2=NC=NC(=C2)N2CCOCC2 N-((7-azaspiro[3.5]nonan-2-yl)methyl)-6-morpholinopyrimidin-4-amine